C[C@@H]1N(C[C@H](N(C1)C1COC1)C)C=1C=NC(=CC1)[N+](=O)[O-] (2S,5R)-2,5-dimethyl-1-(6-nitropyridin-3-yl)-4-(oxetan-3-yl)piperazine